4-methyl-3-nitroaniline CC1=C(C=C(N)C=C1)[N+](=O)[O-]